C(N)(=O)C1=C(C2=C(S1)C=CC(=C2)OC(F)(F)F)C=2C=C(C=CC2)CCC(=O)OC methyl 3-(3-(2-carbamoyl-5-(trifluoromethoxy)benzo[b]thiophen-3-yl)phenyl)propanoate